[C@@H]1([C@H](O)[C@@H](O)[C@H](O)[C@H](O1)CO)OCC=1C(=NC(NC1)=O)N 5-(β-glucosyloxymethyl)cytosine